C(C)(=O)O[C@H]1[C@@H]([C@H]([C@@H](O[C@@H]1COC(C)=O)O[C@H]1[C@@H](O)O[C@@H]([C@@H]([C@@H]1OCC1=CC=CC=C1)OCC1=CC=CC=C1)C(=O)O)NC(C(F)(F)F)=O)O 4,6-di-O-acetyl-2-deoxy-2-trifluoroacetylamino-β-D-glucopyranosyl-(1→2)-3,4-di-O-benzyl-α-D-galactopyranuronic acid